CN1C=NC=2N=CNC2C1=O 1-methyl-6,7-dihydro-1H-purin-6-one